(rac)-[4-[2-(1,1-dioxothiolan-3-yl)-3H-imidazo[4,5-b]pyridin-7-yl]-1-piperidyl]-[4-(trifluoromethoxy)phenyl]methanone O=S1(C[C@H](CC1)C1=NC=2C(=NC=CC2C2CCN(CC2)C(=O)C2=CC=C(C=C2)OC(F)(F)F)N1)=O |r|